CC=1N(N=C2C(=NN=C(C21)C)N2CCC(CC2)C(=O)N2CC1(CN(C1)C)CC2)C2=CC=C(C=C2)C (1-(3,4-dimethyl-2-(p-tolyl)-2H-pyrazolo[3,4-d]pyridazin-7-yl)piperidin-4-yl)(2-methyl-2,6-diazaspiro[3.4]octan-6-yl)methanone